C(C1=CC=CC=C1)S(=O)(=O)N1CCC(CC1)NC=1C=C(C=CC1)C1=CC(=C(C(=C1)O)N1CC(NS1(=O)=O)=O)F 5-(3'-{[1-(benzylsulfonyl)piperidin-4-yl]amino}-3-fluoro-5-hydroxybiphenyl-4-yl)-1,2,5-thiadiazolidin-3-one 1,1-dioxide